3-[4-[2-(Dimethylamino)ethyl-methyl-amino]anilino]-5-(methylamino)-6-(3-methylimidazo[4,5-c]pyridin-7-yl)pyrazin CN(CCN(C1=CC=C(NC=2C=NC(=C(N2)NC)C=2C3=C(C=NC2)N(C=N3)C)C=C1)C)C